P([O-])([O-])([O-])=S.[O+2].P([O-])([O-])([O-])=S.[O+2].[O+2] oxygen (phosphorothioate)